FC1=C(C=CC=C1)C1=CC=CN1S(=O)(=O)C=1C=NC=CC1 5-(2-fluorophenyl)-1-(pyridine-3-sulfonyl)-1H-pyrrole